BrC1=CC=CC(=N1)NC([C@@H](C(C)C)NC(CN1N=C(C2=CC=CC=C12)C(=O)N)=O)=O (R)-1-(2-((1-((6-bromopyridin-2-yl)amino)-3-methyl-1-oxobutan-2-yl)amino)-2-oxoethyl)-1H-indazole-3-carboxamide